CC1([C@H]2CC([C@@]1(CC2)CS(=O)(=O)O)=O)C [(1S,4R)-7,7-dimethyl-2-oxo-norbornan-1-yl]methanesulfonic acid